1-(4-(4-(4-((6-Acetylpyridazin-3-yl)oxy)phenyl)tetrahydro-2H-pyran-4-yl)phenyl)piperidine-4-carbaldehyde C(C)(=O)C1=CC=C(N=N1)OC1=CC=C(C=C1)C1(CCOCC1)C1=CC=C(C=C1)N1CCC(CC1)C=O